(S)-ethyl-2'-amino-1'-(4-chlorophenyl)-6'-isobutyl-7-bromo-2,5',7'-trioxo-1',5',6',7'-tetrahydrospiro[indoline-3,4'-pyrrolo[3,4-b]pyridine]-3'-carboxylate C(C)OC(=O)C=1[C@]2(C3=C(N(C1N)C1=CC=C(C=C1)Cl)C(N(C3=O)CC(C)C)=O)C(NC3=C(C=CC=C32)Br)=O